Fumaric ACID C(\C=C\C(=O)O)(=O)O